COC1=CC=C(C=C1)COC(C)C1=NN=C(S1)CC=1C=NC=NC1 5-[(5-{1-[(4-methoxyphenyl)methoxy]ethyl}-1,3,4-thiadiazole-2-yl)methyl]pyrimidine